P(=O)(N)(N)N.[Na].[Na] disodium phosphoramide